C1(CCC1)C=1C(=NN(C1C1CC(C1)(F)F)C)NC(=O)[C@@H]1C(C1)(F)F (R)-N-(4-cyclobutyl-5-(3,3-difluorocyclobutyl)-1-methyl-1H-pyrazol-3-yl)-2,2-difluorocyclopropane-1-carboxamide